tert-butyl N-[(3R,5R)-5-fluoro-1-[(1R,2R,4s)-4-(4-fluorophenyl)-2-(1,2,4-triazol-1-yl)cyclopentyl]-3-piperidyl]carbamate F[C@@H]1C[C@H](CN(C1)[C@H]1[C@@H](C[C@H](C1)C1=CC=C(C=C1)F)N1N=CN=C1)NC(OC(C)(C)C)=O